C1(CC1)C=1C=C(C(N(N1)C1=CC=CC=C1)=O)C(=O)O 6-Cyclopropyl-3-oxo-2-phenyl-2,3-dihydropyridazine-4-carboxylic acid